N-[3-(triethoxysilyl)propyl]o-carbamoylbenzoic acid C(C)O[Si](CCCNC(=O)C1=C(C(=O)O)C=CC=C1)(OCC)OCC